FC1(CCN(CCC1)C1=NC2=CN=CC=C2C=C1C(=O)NC1=CC(=CC=C1)S(=O)C)F 2-(4,4-difluoroazepan-1-yl)-N-(3-(methylsulfinyl)phenyl)-1,7-naphthyridine-3-carboxamide